The molecule is a vinca alkaloid with a norvinblastine skeleton. It has a role as an antineoplastic agent and a photosensitizing agent. It is a vinca alkaloid, an organic heteropentacyclic compound, an organic heterotetracyclic compound, a methyl ester, an acetate ester and a ring assembly. CCC1=C[C@H]2C[C@@](C3=C(CN(C2)C1)C4=CC=CC=C4N3)(C5=C(C=C6C(=C5)[C@]78CCN9[C@H]7[C@@](C=CC9)([C@H]([C@@]([C@@H]8N6C)(C(=O)OC)O)OC(=O)C)CC)OC)C(=O)OC